N-(2-((4-(2-((4-Ethynylbenzyl)(methyl)amino)ethyl)phenyl)carbamoyl)-4,5-dimethoxyphenyl)-4-oxo-4H-chromene-2-carboxamide C(#C)C1=CC=C(CN(CCC2=CC=C(C=C2)NC(=O)C2=C(C=C(C(=C2)OC)OC)NC(=O)C=2OC3=CC=CC=C3C(C2)=O)C)C=C1